6-bromo-1,1-dimethyl-3H-furo[3,4-c]pyridine BrC1=CC2=C(C=N1)COC2(C)C